N-(2-oxo-4-(2-methoxyphenyl)-2H-chromen-7-yl)acetamide O=C1OC2=CC(=CC=C2C(=C1)C1=C(C=CC=C1)OC)NC(C)=O